BrC=1C=NN(C1)CC1=CC=C(C=N1)C=1OC(=NN1)C(F)F 2-(6-((4-bromo-1H-pyrazol-1-yl)methyl)pyridin-3-yl)-5-(difluoromethyl)-1,3,4-oxadiazole